(R)-1-(3,3-difluoro-4-((6-fluoro-4-methoxy-5-(quinolin-6-yl)pyrrolo[2,1-f][1,2,4]triazin-2-yl)amino)piperidin-1-yl)ethan-1-one FC1(CN(CC[C@H]1NC1=NN2C(C(=N1)OC)=C(C(=C2)F)C=2C=C1C=CC=NC1=CC2)C(C)=O)F